ClC=1C=CC(=C(C1)C=1C=C(C=2OCCN(C2N1)C(=O)OC(C)(C)C)C=1C=NC=C(C1)NC(CCN1C(CN(CC1)C)=O)=O)F tert-butyl 6-(5-chloro-2-fluorophenyl)-8-{5-[3-(4-methyl-2-oxopiperazin-1-yl)propanamido]pyridin-3-yl}-2H,3H,4H-pyrido[3,2-b][1,4]oxazine-4-carboxylate